ClC=1C=C(C=CC1)[C@@H]1N(OCC1)C1=CC(=NC=N1)NC=1C(=CC(=C(C1)NC(C=C)=O)N1CCC(CC1)N1CCN(CC1)C1COC1)OC N-(5-((6-((R)-3-(3-chlorophenyl)-isoxazolidine-2-yl)pyrimidine-4-yl)amino)-4-methoxy-2-(4-(4-(oxetane-3-yl)piperazine-1-yl)piperidine-1-yl)phenyl)acrylamide